(O-ethoxy)succinic acid C(C)OOC(CCC(=O)O)=O